6'-(2-(1-(Cyclopropylsulfonyl)-1H-pyrazol-4-yl)-5-fluoropyrimidin-4-yl)-N4'-(4-fluorocyclohexyl)-5-((1-methylpiperidin-4-yl)oxy)-[2,3'-bipyridine]-4',6'-diamine C1(CC1)S(=O)(=O)N1N=CC(=C1)C1=NC=C(C(=N1)C1(C=C(C(=CN1)C1=NC=C(C=C1)OC1CCN(CC1)C)NC1CCC(CC1)F)N)F